[4-[5-(2,2-dimethylpropyl)-1,2,4-oxadiazol-3-yl]-3-[4-(hydroxymethyl)phenyl]phenyl]-[4-(5-methyloxazolo[4,5-b]pyridin-2-yl)piperazin-1-yl]methanone CC(CC1=NC(=NO1)C1=C(C=C(C=C1)C(=O)N1CCN(CC1)C=1OC=2C(=NC(=CC2)C)N1)C1=CC=C(C=C1)CO)(C)C